C(C1=CC=C(C=C1)N=C=O)C1=CC=C(C=C1)N=C=O 4,4'-methylenebis(phenyl) isocyanate